C(C1=CC=CC=C1)O[C@H](CCOCCOC1=CN=CC(=N1)C1=NN(C2=CC=C(C=C12)O[Si](C)(C)C(C)(C)C)C1OCCCC1)C [3-[6-[2-[(3S)-3-benzyloxybutoxy]ethoxy]pyrazin-2-yl]-1-tetrahydropyran-2-yl-indazol-5-yl]oxy-tert-butyl-dimethyl-silane